(2S,3R)-3-(2-(3-(3-cyano-5-fluorophenyl)-2,5-dioxoimidazolin-1-yl)acetamido)-2-Hydroxy-4-phenyl-N-(thiazol-2-ylmethyl)butyramide C(#N)C=1C=C(C=C(C1)F)N1C(N(C(C1)=O)CC(=O)N[C@@H]([C@@H](C(=O)NCC=1SC=CN1)O)CC1=CC=CC=C1)=O